(R)-6-Methyl-5-(8-methyl-[1,2,4]triazolo[1,5-a]pyridin-6-yl)-1-(piperidin-3-yl)-1,3-dihydro-2H-benzo[d]imidazol-2-on CC=1C(=CC2=C(N(C(N2)=O)[C@H]2CNCCC2)C1)C=1C=C(C=2N(C1)N=CN2)C